CN1CCN(CC1)C1=CC=C(C=N1)NC=1N=C(C2=C(N1)C=CS2)N2N=CCC2C2=CC=CC=C2 N-(6-(4-methylpiperazin-1-yl)pyridin-3-yl)-4-(5-phenyl-4,5-dihydro-1H-pyrazol-1-yl)thieno[3,2-d]pyrimidin-2-amine